3-methylsuccinic acid diisobutyl ester C(C(C)C)OC(CC(C(=O)OCC(C)C)C)=O